3-(3-chloro-4-((2-methyl-[1,1'-biphenyl]-3-yl)methoxy)phenyl)-2-cyanopropenohydrazide ClC=1C=C(C=CC1OCC=1C(=C(C=CC1)C1=CC=CC=C1)C)C=C(C(=O)NN)C#N